(1S,3S,5S)-N-((R)-1-((1H-imidazol-4-yl)methyl)-2-oxopyrrolidin-3-yl)-5-methyl-2-((4-phenoxybutanoyl)glycyl)-2-azabicyclo[3.1.0]hexane-3-carboxamide N1C=NC(=C1)CN1C([C@@H](CC1)NC(=O)[C@H]1N([C@H]2C[C@]2(C1)C)C(CNC(CCCOC1=CC=CC=C1)=O)=O)=O